O1C2=C(OCC1)C=C(C=C2)C=2C=CC=C(C(=O)O)C2 5-(2,3-dihydrobenzo[b][1,4]dioxin-6-yl)benzoic acid